1,3-dimethyl-1H-pyrazol-5-yl 5-(2-chloro-4-(trifluoromethyl) phenoxy)-2-nitrobenzoate ClC1=C(OC=2C=CC(=C(C(=O)OC3=CC(=NN3C)C)C2)[N+](=O)[O-])C=CC(=C1)C(F)(F)F